azanaphthobenzosilol N1C=[SiH]C=2C1=CC=C1C2C=CC2=CC=CC=C21